O=C1N(CCC(N1)=O)C1=CC=C(C=C1)N1CCN(CC1)C(=O)OC(C)(C)C tert-butyl 4-(4-(2,4-dioxotetrahydropyrimidin-1(2H)-yl)phenyl)piperazine-1-carboxylate